C=1N=CN2C1CN(CC2)C2=CC(=C1C(=NC=NC1=C2)NC=2C(=C1C=CC=NC1=CC2)F)O[C@@H](CN(C)C)C (R)-7-(5,6-dihydroimidazo[1,5-a]pyrazin-7(8H)-yl)-5-((1-(dimethylamino)propan-2-yl)oxy)-N-(5-fluoroquinolin-6-yl)quinazolin-4-amine